The molecule is a 1,3-oxazole which is substituted by a [(2,4-dioxoimidazolidin-1-yl)imino]methyl group at position 2 and a 4-bromophenyl group at position 5. It is a muscle relaxant used for the treatment/prevention of malignant hyperthermia. It has a role as a ryanodine receptor modulator and a muscle relaxant. It is a member of 1,3-oxazoles, a member of bromobenzenes and an imidazolidine-2,4-dione. It is a conjugate acid of an azumolene(1-). C1C(=O)NC(=O)N1/N=C/C2=NC=C(O2)C3=CC=C(C=C3)Br